C(C)O[Si](CCO)(OCC)OCC 2-(triethoxysilyl)ethanol